CN1[C@@H](CC1)CN1C(C=CC=C1)=O N-{[(2S)-1-methylazetidin-2-yl]methyl}pyridin-2-one